((3,5-Di-tert-butyl-4-methoxyphenyl)ethynyl)trimethylsilane C(C)(C)(C)C=1C=C(C=C(C1OC)C(C)(C)C)C#C[Si](C)(C)C